2-methyl-N-(3-(4-(3-trifluoromethylphenyl)piperazin-1-yl)propyl)-6,6a,7,8,9,10-hexahydrobenzo[b]pyrido[1,2-d][1,4]oxazine-7-carboxamide formate salt C(=O)O.CC1=CC2=C(OCC3N2CCCC3C(=O)NCCCN3CCN(CC3)C3=CC(=CC=C3)C(F)(F)F)C=C1